dimethyl (2S,3S)-2-(((S)-2-(2-fluoro-[1,1'-biphenyl]-4-yl) propanoyl) oxy)-3-hydroxysuccinate FC1=C(C=CC(=C1)[C@@H](C(=O)O[C@H](C(=O)OC)[C@@H](C(=O)OC)O)C)C1=CC=CC=C1